ClC1=C(C=CC=C1F)[C@H](C(F)(F)F)NC(=O)C=1C=C2CN(C(C2=CC1)=O)C1C(NC(CC1)=O)=O N-((R)-1-(2-chloro-3-fluorophenyl)-2,2,2-trifluoroethyl)-2-(2,6-dioxopiperidin-3-yl)-1-oxoisoindoline-5-carboxamide